3-Hydroxyphenyldiazonium chlorid [Cl-].OC=1C=C(C=CC1)[N+]#N